C(=O)(O)CN1CCNCC1 1-carboxymethyl-piperazine